CN1N=C(C=2N=C(NC(C21)=O)C=2C=C(C=CC2OCC)S(=O)(=O)N2C[C@H](N[C@H](C2)C)C)CCC 1-[3-(6,7-dihydro-1-methyl-7-oxo-3-propyl-1H-pyrazolo[4,3-d]pyrimidin-5-yl)-4-ethoxybenzenesulfonyl]-cis-3,5-dimethylpiperazine